C(C=C)(=O)OCCCN(C)C 3-(dimethyl amino)propyl acrylate